4-methyl-4-phenylcyclohexan-1-one CC1(CCC(CC1)=O)C1=CC=CC=C1